ClC1=CC(=C(C=C1)C1=NC(=CC=2N=C(N(C(C21)=O)C)C)N2C[C@H](OCC2)C2=NOC(=N2)C)F (S)-5-(4-chloro-2-fluorophenyl)-2,3-dimethyl-7-(2-(5-methyl-1,2,4-oxadiazol-3-yl)morpholino)pyrido[4,3-d]pyrimidin-4(3H)-one